1-(4-methylsulfanyl-phenyl)butane-1,2-dione-2-oxime CSC1=CC=C(C=C1)C(C(CC)=NO)=O